C1(=CC=CC=C1)C1CN(CCC1)CCC=O 3-(3-phenyl-piperidin-1-yl)-propan-1-one